O=C1N(C=CC(N1)=O)CC=1C=CC(=C(C1)C=1CCN(CC1)C(=O)OC(C)(C)C)F tert-Butyl 4-(5-((2,4-dioxo-3,4-dihydropyrimidin-1(2H)-yl)methyl)-2-fluorophenyl)-3,6-dihydropyridine-1(2H)-carboxylate